dibromoethyl-methanesulfonamide BrC(CCS(=O)(=O)N)Br